C(C1=CC=CC=C1)(C1=CC=CC=C1)N1CC(C1)(O)C=1OC2=C(C1)C=CC=C2 1-benzhydryl-3-(benzofuran-2-yl)azetidin-3-ol